4-tert-butoxy-6-cyclopropyl-2-(ethanesulfonyl)-7-[6-fluoro-5-methyl-2-(Triphenylmethyl)-2H-indazol-4-yl]-8-[(1S)-1-phenylethoxy]quinazoline C(C)(C)(C)OC1=NC(=NC2=C(C(=C(C=C12)C1CC1)C=1C2=CN(N=C2C=C(C1C)F)C(C1=CC=CC=C1)(C1=CC=CC=C1)C1=CC=CC=C1)O[C@@H](C)C1=CC=CC=C1)S(=O)(=O)CC